FC(C)(F)C=1C(=C(C=CC1)[C@@H](C)NC=1C=2C(N=C(N1)C)=C(C(N(C2)C2(CC2)CF)=O)OC)F (R)-4-((1-(3-(1,1-difluoroethyl)-2-fluorophenyl)ethyl)amino)-6-(1-(fluoromethyl)cyclopropyl)-8-methoxy-2-methylpyrido[4,3-d]pyrimidine-7(6H)-one